C1(CCC2=CC=CC=C12)CO (2,3-dihydro-1H-inden-1-yl)methanol